CC=1C(NC2=CC(=CC=C2C1C)OCCCCN1CCC(CC1)C)=O 4-[(3,4-dimethyl-2-oxo-1,2-dihydroquinolin-7-yl)oxy]butyl-4-methylpiperidine